(R)-3-(4-chlorophenyl)-N-(3-fluoro-4-((3-((1-hydroxypropan-2-yl)amino)-1H-pyrazolo[3,4-b]pyridin-4-yl)oxy)phenyl)-1-isopropyl-2,4-dioxo-1,2,3,4-tetrahydropyrimidine-5-carboxamide ClC1=CC=C(C=C1)N1C(N(C=C(C1=O)C(=O)NC1=CC(=C(C=C1)OC1=C2C(=NC=C1)NN=C2N[C@@H](CO)C)F)C(C)C)=O